FC1=C(C#N)C(=CC=C1)N1N=CC(=C1)C1=CN(C(C=C1C=1C=NC(=CC1)OC)=O)C 2-Fluoro-6-[4-(6-methoxy-1'-methyl-6'-oxo-1',6'-dihydro-[3,4']bipyridinyl-3'-yl)-pyrazol-1-yl]-benzonitrile